3-chloro-5-((pyridin-3-ylimino)methyl)phenyl 4-methylbenzoate CC1=CC=C(C(=O)OC2=CC(=CC(=C2)C=NC=2C=NC=CC2)Cl)C=C1